6-tert-butyl-9-[1-(1-carboxyethyl)-1H-pyrazol-4-yl]-10-methoxy-2-oxo-6,7-dihydro-2H-pyrido[2,1-a]isoquinoline-3-carboxylic acid C(C)(C)(C)C1N2C(C3=CC(=C(C=C3C1)C=1C=NN(C1)C(C)C(=O)O)OC)=CC(C(=C2)C(=O)O)=O